FC=1C=CC(=C(C1)CC(=O)O)NC(C1=CC(=C(C=C1)N1CCCCC1)NC(=O)C1=NN(C2=CC(=CC=C12)C)CC(F)(F)F)=O 2-(5-fluoro-2-(3-(6-methyl-1-(2,2,2-trifluoroethyl)-1H-indazole-3-carboxamido)-4-(piperidin-1-yl)benzamido)phenyl)acetic acid